ClC1=C(C=CC=C1Cl)N1C[C@H](N(CC1)C(=O)OC(C)(C)C)C Tert-butyl (R)-4-(2,3-dichlorophenyl)-2-methylpiperazine-1-carboxylate